4-(4-((3-(7-(((3S,4R)-3-fluoro-1-methylpiperidin-4-yl)amino)-3-(2,2,2-trifluoroethyl)benzo[b]thiophen-2-yl)prop-2-yn-1-yl)amino)-3-methoxyphenyl)morpholin-3-one F[C@H]1CN(CC[C@H]1NC1=CC=CC2=C1SC(=C2CC(F)(F)F)C#CCNC2=C(C=C(C=C2)N2C(COCC2)=O)OC)C